C1(=CC=CC=C1)C1=CC(=NC2=C3N=C(C=C(C3=CC=C12)C1=CC=CC=C1)C1=CC=C(C=C1)C)C1=CC=C(C=C1)C 4,7-diphenyl-2,9-di-p-tolyl-1,10-phenanthroline